COC(C1CCN(CC1)C1=NOC(=C1)C(C(=O)O)C(C)C)OC 2-(3-(4-(dimethoxymethyl)piperidin-1-yl)isoxazol-5-yl)-3-methylbutanoic acid